tert-Butyl-(±)-trans-4-Cyclohexyl-N-[3-(pyridin-3-yl)phenyl]pyrrolidine-3-carboxamide methyl-5-chloro-1-ethyl-1H-pyrrolo[3,2-b]pyridine-7-carboxylate COC(=O)C1=C2C(=NC(=C1)Cl)C=CN2CC.C(C)(C)(C)N2C[C@H]([C@@H](C2)C2CCCCC2)C(=O)NC2=CC(=CC=C2)C=2C=NC=CC2 |r|